(4aR,8aS)-6-[3-(4-bromophenyl)azetidine-1-carbonyl]-4,4a,5,7,8,8a-hexahydropyrido[4,3-b][1,4]oxazin-3-one BrC1=CC=C(C=C1)C1CN(C1)C(=O)N1C[C@@H]2[C@@H](OCC(N2)=O)CC1